ClC=1C=C(C=C(C1OC1=NNC(C(=C1)C(C)C)=O)Cl)N1C(C2=CC=CC=C2C1=O)=O 2-(3,5-dichloro-4-((5-isopropyl-6-oxo-1,6-dihydropyridazin-3-yl)oxy)phenyl)isoindoline-1,3-dione